6'-fluoro-N-(4-fluoro-2-((2-methoxyethyl)amino)benzyl)-1'-methyl-4'-oxo-3',4'-dihydro-1'H-spiro[piperidine-4,2'-quinoline]-1-carboxamide FC=1C=C2C(CC3(N(C2=CC1)C)CCN(CC3)C(=O)NCC3=C(C=C(C=C3)F)NCCOC)=O